Boc-D-phenylalaninol C(=O)(OC(C)(C)C)N[C@H](CC1=CC=CC=C1)CO